C[C@@H]1CN(C[C@H]2N1CCNC2)C2=C1C=CC=NC1=C(C=C2)C#N 5-[(4R,9aS)-4-methyl-1,3,4,6,7,8,9,9a-octahydropyrazino[1,2-a]pyrazin-2-yl]quinoline-8-carbonitrile